ClC=1C=C2[C@@]3(C(NC2=CC1)=O)[C@H](C3)C(=O)OC |r| rac-methyl (1S*,2S*)-5'-chloro-2'-oxospiro[cyclopropane-1,3'-indoline]-2-carboxylate